N4-(3-methoxybenzyl)-N2,N2,N6,N6-tetrakis(2-methoxyethyl)-8-(4-(1-methyl-1H-1,2,4-triazol-3-yl)piperazin-1-yl)pyrimido[5,4-d]pyrimidine-2,4,6-triamine COC=1C=C(CNC=2C3=C(N=C(N2)N(CCOC)CCOC)C(=NC(=N3)N(CCOC)CCOC)N3CCN(CC3)C3=NN(C=N3)C)C=CC1